rac-7-(6-amino-3-pyridinyl)-4-azaspiro[2.5]octane-4-carboxylic acid tert-butyl ester C(C)(C)(C)OC(=O)N1C2(CC2)C[C@@H](CC1)C=1C=NC(=CC1)N |r|